OCCSCC(C)O 1-(2-hydroxyethylthio)propane-2-ol